6-hydroxy-7-methoxy-2H-chromen-2-one OC=1C=C2C=CC(OC2=CC1OC)=O